BrC=1C=CC(NC1)=NNC(COC)=O N'-(5-bromopyridin-2(1H)-ylidene)-2-methoxyacethydrazide